5-{[4-(1,3-oxazol-5-yl)phenyl]sulfonylamino}-1,3-thiazole-4-carboxylic acid O1C=NC=C1C1=CC=C(C=C1)S(=O)(=O)NC1=C(N=CS1)C(=O)O